sodium monoallyl-sulfonate C(C=C)OS(=O)=O.[Na]